N2-tert-butyl-6-methyl-7-phenyl-3,4-dihydropyrrolo[1,2-a]pyrazine-2,8(1H)-dicarboxamide C(C)(C)(C)NC(=O)N1CC=2N(CC1)C(=C(C2C(=O)N)C2=CC=CC=C2)C